4-(4-((5-chloro-6-(2H-1,2,3-triazol-2-yl)pyridin-3-yl)carbamoyl)-5-(trifluoromethyl)-1H-pyrazol-1-yl)quinoline-2-carboxamide ClC=1C=C(C=NC1N1N=CC=N1)NC(=O)C=1C=NN(C1C(F)(F)F)C1=CC(=NC2=CC=CC=C12)C(=O)N